BrC=1C=C(C=NC1)[C@H]([C@@H](C1=CC(=CC=C1)OC)O)NC(OC(C)(C)C)=O tert-butyl (1R,2R)-1-(5-bromopyridin-3-yl)-2-hydroxy-2-(3-methoxyphenyl)ethylcarbamate